4-ethoxy-2-(ethyl-(piperidin-4-yl)amino)-N-(2-methylimidazo[1,2-a]pyrazin-6-yl)pyrimidine-5-carboxamide C(C)OC1=NC(=NC=C1C(=O)NC=1N=CC=2N(C1)C=C(N2)C)N(C2CCNCC2)CC